2-(3-(3-((4-ethyl-4H-1,2,4-triazol-3-yl)fluoromethyl)oxetan-3-yl)phenyl)-4-(trifluoro-methyl)isoindolin-1-one C(C)N1C(=NN=C1)C(C1(COC1)C=1C=C(C=CC1)N1C(C2=CC=CC(=C2C1)C(F)(F)F)=O)F